N1,N3,N5-tricyclooctylbenzene-1,3,5-tricarboxamide C1(CCCCCCC1)NC(=O)C1=CC(=CC(=C1)C(=O)NC1CCCCCCC1)C(=O)NC1CCCCCCC1